5-(4-(2-(1-(5-(5-(difluoromethyl)-5H-pyrido[4,3-b]indol-7-yl)-3-fluoropyridin-2-yl)piperidin-4-yl)ethyl)piperazin-1-yl)-2-(2,6-dioxopiperidin-3-yl)isoindoline-1,3-dione FC(N1C2=C(C=3C=CC(=CC13)C=1C=C(C(=NC1)N1CCC(CC1)CCN1CCN(CC1)C=1C=C3C(N(C(C3=CC1)=O)C1C(NC(CC1)=O)=O)=O)F)C=NC=C2)F